C(C)(C)(C)OC(CC1=C(C=C(C(=O)OCCC2CCN(CC2)C2=NC=C(C=N2)Cl)C=C1)F)=O 2-(1-(5-chloropyrimidin-2-yl)piperidin-4-yl)ethyl 4-(2-(tert-butoxy)-2-oxoethyl)-3-fluorobenzoate